1H-pyrrolo[2,3-b]Pyridine-2-carboxamide N1C(=CC=2C1=NC=CC2)C(=O)N